isopropyl-2,4,6-trifluoro-benzoic acid C(C)(C)C=1C(=C(C(=O)O)C(=CC1F)F)F